Methoxymethyldimethoxychlorosilane COC[Si](Cl)(OC)OC